7-((2R,4S)-4-((8-fluoro-2,3-dihydrobenzo[b][1,4]dioxin-6-yl)oxy)-2-methylpiperidin-1-yl)-8-methyl-4H-pyrimido[1,2-b]pyridazin-4-one FC1=CC(=CC2=C1OCCO2)O[C@@H]2C[C@H](N(CC2)C=2C(=CC=1N(N2)C(C=CN1)=O)C)C